C(CCC)C1(CS(C2=C(N(C1)C1=CC=CC=C1)C=C(C(=C2)C(=O)OC)OC)(=O)=O)C methyl 3-butyl-7-methoxy-3-methyl-5-phenyl-2,3,4,5-tetrahydro-1,5-benzothiazepine-8-carboxylate 1,1-dioxide